4'-fluoro-2'-methoxy-[1,1'-biphenyl]-2-carboxylic acid methyl ester COC(=O)C=1C(=CC=CC1)C1=C(C=C(C=C1)F)OC